OC(C(=O)OC(COC(CCCCCCCCCCCCCCCCC)=O)CO)(CCCCCCCCCCCCCCCC)O glycerol monostearate dihydroxystearate